OC1=CC=C(C=C1)C1=CC(=CC(=C1)C1=CC=C(C=C1)O)C1=CC=C(C=C1)O 1,3,5-Tri(4-hydroxyphenyl)benzene